N-(3-chloro-4-ethynylphenyl)-N-methyl-2-(4-methyl-6-(trifluoromethyl)pyrimidin-2-yl)-5-oxopyrazolidine-3-carboxamide ClC=1C=C(C=CC1C#C)N(C(=O)C1N(NC(C1)=O)C1=NC(=CC(=N1)C)C(F)(F)F)C